7-cyclopropyl-3,4-dihydro-1H-isoquinoline-2-carboxylic acid tert-butyl ester C(C)(C)(C)OC(=O)N1CC2=CC(=CC=C2CC1)C1CC1